6-((1S,2S)-2-(5-methyl-1,3,4-oxadiazol-2-yl)cyclobutyl)-4-oxo-1-((R)-1-(6-(trifluoromethyl)pyridin-3-yl)ethyl)-4,5-dihydro-1H-pyrazolo[3,4-d]pyrimidine-3-carbonitrile CC1=NN=C(O1)[C@@H]1[C@H](CC1)C=1NC(C2=C(N1)N(N=C2C#N)[C@H](C)C=2C=NC(=CC2)C(F)(F)F)=O